tert-butyl N-[(1S)-1-(hydroxymethyl)-2-(isopropylamino)-2-oxo-ethyl]carbamate OC[C@@H](C(=O)NC(C)C)NC(OC(C)(C)C)=O